NC=1C=C(C=CC1)NC1=NC=C(C(=N1)NC1=CC(=CC=C1)N)F N2,N4-bis(3-aminophenyl)-5-fluoro-2,4-pyrimidinediamine